[2-(4-hydroxytetrahydropyran-4-yl)ethynyl]benzoic acid methyl ester COC(C1=C(C=CC=C1)C#CC1(CCOCC1)O)=O